[K].ClC1=CC=CC=C1 4-chlorobenzene potassium